lithium bistriflate [O-]S(=O)(=O)C(F)(F)F.[O-]S(=O)(=O)C(F)(F)F.[Li+].[Li+]